bis(2-propoxymethyl)butoxide CC(C)OCC([O-])(CCC)COC(C)C